ClC(C)C=1C=CC2=C(N=C(O2)C)C1 5-(1-chloroethyl)-2-methylbenzo[d]oxazole